N-[[5-(trifluoromethyl)-2-pyridyl]methyl]pyrazolo[1,5-a]pyridin-3-amine FC(C=1C=CC(=NC1)CNC=1C=NN2C1C=CC=C2)(F)F